2-(2-methoxyethoxy)-N,N-di(tetradecyl)acetamide tert-butyl-(exo)-3-({8-bromo-6H-isochromeno[3,4-b]pyridin-3-yl}(methyl)amino)-8-azabicyclo[3.2.1]octane-8-carboxylate C(C)(C)(C)OC(=O)N1C2CC(CC1CC2)N(C)C2=CC=C1C(=N2)OCC=2C=C(C=CC21)Br.COCCOCC(=O)N(CCCCCCCCCCCCCC)CCCCCCCCCCCCCC